[Na+].C(CCCCCCCCCCCCC)S(=O)(=O)[O-] myristyl-sulfonic acid, sodium salt